tert-butyl N-[2-(2-allyloxyethoxy)ethyl]-N-tert-butoxycarbonyl-carbamate C(C=C)OCCOCCN(C(OC(C)(C)C)=O)C(=O)OC(C)(C)C